tert-butyl (2R,5S)-4-(3-ethyl-9-methyl-2-oxo-3,9-dihydro-2H-purin-6-yl)-2,5-dimethylpiperazine-1-carboxylate C(C)N1C(N=C(C=2N=CN(C12)C)N1C[C@H](N(C[C@@H]1C)C(=O)OC(C)(C)C)C)=O